C(C1=CC=CC=C1)OC1=NC(=NC(=C1F)C)Cl 4-(benzyloxy)-2-chloro-5-fluoro-6-methylpyrimidine